C(C)N(CNCN(CC)CC)CC 1,3-bis(diethylamino)-2-azapropane